1,2-dimethyl-3-N-propylimidazolinium iodide [I-].C[NH+]1C(N(CC1)CCC)C